C(CC=C)OC=1C=2N(C=C(N1)C1=CN=C(O1)C(=O)O)C=CN2 5-(8-(But-3-en-1-yloxy)imidazo[1,2-a]pyrazin-6-yl)oxazole-2-carboxylic acid